4-cyano-1,3-dihydrospiro[indene-2,4'-piperidine] C(#N)C1=C2CC3(CCNCC3)CC2=CC=C1